C(C)(C)(C)C1=NN(C(=C1C=O)Cl)CC 3-TERT-BUTYL-5-CHLORO-1-ETHYL-1H-PYRAZOLE-4-CARBALDEHYDE